N-((3R,5R,7R)-adamantan-1-yl)-4-((1S,3S)-3-butyl-6-methoxy-2-propynoyl-1,2,3,4-tetrahydroisoquinolin-1-yl)benzamide C12(CC3CC(CC(C1)C3)C2)NC(C2=CC=C(C=C2)[C@@H]2N([C@H](CC3=CC(=CC=C23)OC)CCCC)C(C#C)=O)=O